C1(CCCCC1)C(C(=O)OCC1C(C=C(CC1)C)C)=O (2,4-dimethyl-3-cyclohexen-1-yl)methyl 2-cyclohexyl-2-oxoacetate